C(C)N(C1=CC=C(C=C1)C=1OC2=C(C1)C=CC(=C2)C=O)CC (4-(diethylamino)phenyl)benzofuran-6-carbaldehyde